P(=O)(O)(O)O.C1(=CC=CC2=CC=CC=C12)C1=CC=CC2=CC=CC=C12 BInaphthalene phosphate